(E)-4-oxo-1-thia-3a-aza-3-indancarboxylic acid O=C1N2C(CSC2=CC=C1)C(=O)O